CC(C=NO)=CC N-(2-methylbut-2-enylidene)hydroxylamine